1-[5-(3-Methyl-thietan-3-yl)-2-p-tolyl-2H-pyrazol-3-yl]-3-[5-(2-pyridin-4-yl-ethyl)-thiazol-2-yl]-urea CC1(CSC1)C=1C=C(N(N1)C1=CC=C(C=C1)C)NC(=O)NC=1SC(=CN1)CCC1=CC=NC=C1